N1=CN=C2N=CNC2=C1N[C@@H]1[C@H]([C@@H]([C@H]([C@@H](O1)CO)NC([C@H](CC1=CC=C(C=C1)OC)NC(OC(C)(C)C)=O)=O)O)O tert-butyl ((S)-1-(((2R,3R,4R,5S,6S)-6-((7H-purin-6-yl)amino)-4,5-dihydroxy-2-(hydroxymethyl)tetrahydro-2H-pyran-3-yl)amino)-3-(4-methoxyphenyl)-1-oxopropan-2-yl)carbamate